FC1([C@@H]2CC(C[C@H]12)COC1CN(C1)C(=O)N1CC(CC1)C1=NN=CN1)F |r| [3-[[rac-(1S,5R)-6,6-difluoro-3-bicyclo[3.1.0]hexanyl]methoxy]azetidin-1-yl]-[3-(4H-1,2,4-triazol-3-yl)pyrrolidin-1-yl]methanone